ClC=1C=CC(=C(C1)C1=CC=C2C(=NC(=NC2=C1F)OC[C@H]1N(CCC1)C)N1C[C@@H](NCC1)CC#N)OC(F)(F)F 2-((S)-4-(7-(5-chloro-2-(trifluoromethoxy)phenyl)-8-fluoro-2-(((S)-1-methylpyrrolidin-2-yl)methoxy)quinazolin-4-yl)piperazin-2-yl)acetonitrile